propylphosphorylcholine C(CC)P(=O)=C(O)C[N+](C)(C)C